(5-methyl-3,4,5,6-tetrahydropyridin-2-yl)phenol CC1CCC(=NC1)C1=C(C=CC=C1)O